Sodium [(3S,8S,9S,10R,13R,14S,17R)-17-[(1R)-1,5-dimethylhexyl]-10,13-dimethyl-2,3,4,7,8,9,11,12,14,15,16,17-dodecahydro-1H-cyclopenta[a]phenanthren-3-yl] sulfate S(=O)(=O)(O[C@H]1CC[C@@]2([C@H]3CC[C@@]4([C@H](CC[C@H]4[C@@H]3CC=C2C1)[C@@H](CCCC(C)C)C)C)C)[O-].[Na+]